N-hydroxy-4-((6-methoxythiazolo[5,4-b]pyridin-2-yl)methyl)-3-oxo-3,4-dihydro-2H-benzo[b][1,4]oxazine-6-carboxamide ONC(=O)C1=CC2=C(OCC(N2CC=2SC3=NC=C(C=C3N2)OC)=O)C=C1